(1s,2r,3r)-3-((6-(2-hydroxy-6-methyl-4-(trifluoromethyl)phenyl)pyridazin-3-yl)amino)cyclopentane-1,2-diol OC1=C(C(=CC(=C1)C(F)(F)F)C)C1=CC=C(N=N1)N[C@H]1[C@H]([C@H](CC1)O)O